9-((1R,2s,3S,5s,7s)-5-bromoadamantan-2-yl)-[1,2]oxaborinino[5,6-d]pyrrolo[2,3-b]pyridine-7(3H)-ol BrC12C[C@H]3C([C@H](CC(C1)C3)C2)C2=CB(OC=3C2=C2C(=NC3)NC=C2)O